ClC=1C=C2C(N(C(=NC2=CC1Cl)[C@H]1CN(CCC1)CC1COC1)C)=O (R)-6,7-dichloro-3-methyl-2-(1-(oxetan-3-ylmethyl)piperidin-3-yl)quinazolin-4(3H)-one